CC1=C2C(=CC=3C=4C=C(C=CC4N(C13)C)OC[C@H](C)N1C(C3=CC=CC=C3C1=O)=O)C=NC=C2 (S)-2-(1-((5,6-dimethyl-6H-pyrido[4,3-b]carbazol-9-yl)oxy)propan-2-yl)isoindoline-1,3-dione